4-(2,6-difluorobenzyl)-2-(3-fluoro-4-((5-(hydroxymethyl)thiazol-4-yl)oxy)phenyl)-2,4-dihydro-3H-1,2,4-triazol-3-one FC1=C(CN2C(N(N=C2)C2=CC(=C(C=C2)OC=2N=CSC2CO)F)=O)C(=CC=C1)F